ClC=1C=C2C(=[N+](C1)CCCS(=O)(=O)[O-])N=CC2(C)C 5-chloro-3,3-dimethyl-7-(3-sulfonatopropyl)-3H-pyrrolo[2,3-b]pyridin-7-ium